ClC1=CC=CC(=N1)I 6-chloro-2-iodopyridin